5-ethyl-4-hydroxy-1-methyl-pyrazol C(C)C1=C(C=NN1C)O